C(=C)C1=CC=C(C=C1)C 1-(4-vinyl-phenyl)methane